ClC=1C=C(C=CC1OCC1CC1)NC(C#C[Si](C(C)C)(C(C)C)C(C)C)=O N-(3-chloro-4-(cyclopropylmethoxy)phenyl)-3-(triisopropylsilyl)propiolamide